3-(4-methoxyphenyl)-N-(2-morpholinopyridin-4-yl)isoxazol-5-amine COC1=CC=C(C=C1)C1=NOC(=C1)NC1=CC(=NC=C1)N1CCOCC1